O=C1NC=C(C2=CC=C(C=C12)CNC(C)=O)C1=C(C=CC=C1)C N-((1-oxo-4-(o-tolyl)-1,2-dihydroisoquinolin-7-yl)methyl)acetamide